bis(2-hydroxyethyl)-2,4-toluenedicarbamate OCCOC(NC=1C(C)=CC=C(C1)NC(=O)OCCO)=O